FC1=C(C(=O)N2CCN(CC2)C(=O)[C@@H]2N[C@H](CC2)O)C(=CC(=C1)NC=1C=2N(C=CN1)C(=CN2)C=2C(=NN(C2)CCF)C(F)(F)F)C (4-(2-fluoro-4-((3-(1-(2-fluoroethyl)-3-(trifluoromethyl)-1H-pyrazol-4-yl)imidazo[1,2-a]pyrazin-8-yl)amino)-6-methylbenzoyl)piperazin-1-yl)((2R,5S)-5-hydroxypyrrolidin-2-yl)methanone